N[C@H](CCCCN)C(=O)O (d)-lysine